C(CC(C)C)(=O)OCC1=CC=CO1 furfuryl isovalerate